1-(4-(4-hydroxyphenyl)piperazin-1-yl)prop-2-en-1-one OC1=CC=C(C=C1)N1CCN(CC1)C(C=C)=O